4-(4-amino-3-fluorophenoxy)-N-(tert-butyl)picolinamide NC1=C(C=C(OC2=CC(=NC=C2)C(=O)NC(C)(C)C)C=C1)F